C(#N)C(CCC(=O)O)(C)SC(=S)SCCCCCCCCCCCC.COC methyl ether 4-cyano-4-[(dodecylsulfanylthiocarbonyl)sulfanyl]pentanoate